C(C)(C)(C)OC(=O)N1C=C(C2=CC(=CC=C12)OCCC1CCC(CC1)(C(F)(F)F)O)NC(C)=O.OC1(CCC(CC1)CCOC=1C=C2C(=CNC2=CC1)NC(C)=O)C(F)(F)F N-(5-(2-(cis-4-hydroxy-4-(trifluoromethyl)cyclohexyl)ethoxy)-1H-indol-3-yl)acetamide tert-Butyl-3-acetamido-5-{2-[4-hydroxy-4-(trifluoromethyl)cyclohexyl]ethoxy}indole-1-carboxylate